FC1=CC=C2C=CN=CC2=C1COC=1C(=CC(=C(N)C1)F)OC 5-[(7-fluoroisoquinolin-8-yl)methoxy]-2-fluoro-4-methoxyaniline